FC1=C(C(=CC(=C1F)F)F)[B-](C1=C(C(=C(C=C1F)F)F)F)(C1=C(C(=C(C=C1F)F)F)F)C1=C(C(=C(C=C1F)F)F)F.C[NH+](C(C)(C)C)C dimethyl(tert-butyl)ammonium tetrakis-(2,3,4,6-tetrafluorophenyl)borate